C(C)(C)(C)OC(=O)N1[C@H](CN([C@@H](C1)C)C(CO)C1=CC=C(C=C1)F)C (2s,5r)-4-(1-(4-fluorophenyl)-2-hydroxyethyl)-2,5-dimethylpiperazine-1-carboxylic acid tert-butyl ester